FC1=NC=C(C(=C1C(C)C)CC(=O)O)C(C)C 2-(2-fluoro-3,5-diisopropylpyridin-4-yl)acetic acid